N2-[4-bromo-3-[[tert-butyl(dimethyl)silyl]oxymethyl]-5-chloro-phenyl]-5-chloro-N4-cyclopentyl-pyrimidine-2,4-diamine BrC1=C(C=C(C=C1Cl)NC1=NC=C(C(=N1)NC1CCCC1)Cl)CO[Si](C)(C)C(C)(C)C